[Si](C1=CC=CC=C1)(C1=CC=CC=C1)(C(C)(C)C)OCCN1C(CC2=C(CC1)C=C(C=C2)O)=O 3-(2-((tert-butyldiphenylsilyl)oxy)ethyl)-7-hydroxy-1,3,4,5-tetrahydro-2H-benzo[d]azepin-2-one